(±)-cis-N-[8-amino-6-(3-methyl-4-pyridyl)-3-isoquinolyl]-2-fluoro-cyclopropanecarboxamide NC=1C=C(C=C2C=C(N=CC12)NC(=O)[C@H]1[C@H](C1)F)C1=C(C=NC=C1)C |r|